(Z)-1-(4-amino-2-fluorobut-2-en-1-yl)-4-(5-(N,N-diethylsulfamoyl)-2-methoxyphenyl)-N-methoxy-N-methyl-1H-benzo[d][1,2,3]triazol-6-carboxamide NC\C=C(\CN1N=NC2=C1C=C(C=C2C2=C(C=CC(=C2)S(N(CC)CC)(=O)=O)OC)C(=O)N(C)OC)/F